4-phenylacetylbenzaldehyde C1(=CC=CC=C1)CC(=O)C1=CC=C(C=O)C=C1